4-(4-acryloxybutoxy)benzoyloxybenzoic acid C(C=C)(=O)OCCCCOC1=CC=C(C(=O)OC2=C(C(=O)O)C=CC=C2)C=C1